(3'-(4-([1,1'-biphenyl]-4-yl)-6-(9,9-diphenyl-9H-fluoren-4-yl)-1,3,5-triazin-2-yl)-[1,1'-biphenyl]-3-yl)dimethylphosphine oxide C1(=CC=C(C=C1)C1=NC(=NC(=N1)C1=CC=CC=2C(C3=CC=CC=C3C12)(C1=CC=CC=C1)C1=CC=CC=C1)C=1C=C(C=CC1)C1=CC(=CC=C1)P(C)(C)=O)C1=CC=CC=C1